(S)-8-(2-amino-6-((R)-1-(3',5'-dichloro-3-(3-methyl-1H-pyrazol-1-yl)-[1,1'-biphenyl]-4-yl)-2,2,2-trifluoroethoxy)pyrimidin-4-yl)-2,8-diazaspiro[4.5]decane-3-carboxylic acid NC1=NC(=CC(=N1)N1CCC2(C[C@H](NC2)C(=O)O)CC1)O[C@@H](C(F)(F)F)C1=C(C=C(C=C1)C1=CC(=CC(=C1)Cl)Cl)N1N=C(C=C1)C